OC(CCN1N=C2C(=CC(=CC2=C1)NC(=O)C1=NC(=CC=C1)C(F)(F)F)C=1C=NNC1)(C)C N-(2-(3-hydroxy-3-methylbutyl)-7-(1H-pyrazol-4-yl)-2H-indazol-5-yl)-6-(trifluoromethyl)pyridine-2-carboxamide